CC1=C(C=NC=2OCCNC21)N2CC=1N=C(N=CC1CC2)NC2=CC(=NC=C2)N2CCN(CC2)C N-(7-{8-methyl-1H,2H,3H-pyrido[2,3-b][1,4]oxazin-7-yl}-5H,6H,7H,8H-pyrido[3,4-d]pyrimidin-2-yl)-2-(4-methylpiperazin-1-yl)pyridin-4-amine